C(C)N1N=CC=C1C=1C=2N(N=C(C1)N1[C@@H](COCC1)C)C(=NC2C)C2=CC=NN2 (R)-4-(4-(1-ethyl-1H-pyrazol-5-yl)-5-methyl-7-(1H-pyrazol-5-yl)imidazo[1,5-b]pyridazin-2-yl)-3-methylmorpholine